3-(6-(((1r,4r)-4-(hydroxymethyl)cyclohexyl)oxy)pyridin-3-yl)piperidine-2,6-dione OCC1CCC(CC1)OC1=CC=C(C=N1)C1C(NC(CC1)=O)=O